C(#N)N1C[C@@H]2N(CC[C@@H]2C1)C(=O)NC1=C(C=C(C(=C1)F)C#N)F (3aR,6aR)-5-cyano-N-(4-cyano-2,5-difluorophenyl)hexa-hydropyrrolo[3,4-b]pyrrole-1(2H)-carboxamide